tris(1,3-dichloro-propyl)phosphate ClC(CCCl)OP(=O)(OC(CCCl)Cl)OC(CCCl)Cl